(R)-2-(fluoromethyl)morpholine hydrochloride Cl.FC[C@H]1CNCCO1